indole-4,7-dione N1C=CC=2C(C=CC(C12)=O)=O